FC1=CC=C(C=C1)C(=C1CCN(CC1)CCC=1C(=NC=2N(C1O)C=NC2C(=O)N)C)C2=CC=C(C=C2)F 3-[2-[4-[bis(4-fluorophenyl)methylene]-1-piperidinyl]ethyl]-4-hydroxy-2-methylimidazo[1,5-a]pyrimidine-8-carboxamide